N-isopropyl-4-(5-(4-isopropyl-5-(8-methyl-[1,2,4]triazolo[1,5-a]pyridin-6-yl)-1H-pyrazol-3-yl)thiazol-2-yl)-N-methylcyclohexan-1-amine C(C)(C)N(C1CCC(CC1)C=1SC(=CN1)C1=NNC(=C1C(C)C)C=1C=C(C=2N(C1)N=CN2)C)C